CN(C(=O)N[C@@H](C=O)[C@@H](O)[C@H](O)[C@H](O)CO)N=O 2-deoxy-2-(((methylnitrosoamino)carbonyl)amino)-D-glucose